tert-butyl (2-((2-(2-methoxy-7-methylquinoxalin-5-yl)-7-methylthiazolo[5,4-b]pyridin-5-yl)oxy)ethyl)carbamate COC1=NC2=CC(=CC(=C2N=C1)C=1SC2=NC(=CC(=C2N1)C)OCCNC(OC(C)(C)C)=O)C